N-((4-(3-cyclopropyl-1,2,4-oxadiazol-5-yl)bicyclo[2.2.2]octan-1-yl)methyl)-3,3-difluoro-N-(3-(4-(methoxymethyl)oxazol-2-yl)phenyl)cyclobutane-1-carboxamide C1(CC1)C1=NOC(=N1)C12CCC(CC1)(CC2)CN(C(=O)C2CC(C2)(F)F)C2=CC(=CC=C2)C=2OC=C(N2)COC